6-chloro-N-(quinolin-8-yl)pyridine-2-sulfonamide ClC1=CC=CC(=N1)S(=O)(=O)NC=1C=CC=C2C=CC=NC12